1,3-dihydro-1,3-bisisopropylbenzo[d]imidazolium hydrogen carbonate C(O)([O-])=O.C(C)(C)[NH+]1CN(C2=C1C=CC=C2)C(C)C